BrC1=CC=C(C=C1)[C@@H]1[C@@H]2CN(CC(CCN2[C@@H]1CN(C)C)CN(C)C)C(=O)NC1=CC=C(C=C1)OC (8R,9S,10S)-9-(4-bromophenyl)-4,10-bis[(dimethylamino)methyl]-N-(4-methoxyphenyl)-1,6-diazabicyclo[6.2.0]decane-6-carboxamide